N-[4-chloro-5-methoxy-6-(o-tolyl)pyrimidin-2-yl]-1-methyl-pyrazole-4-sulfonamide ClC1=NC(=NC(=C1OC)C1=C(C=CC=C1)C)NS(=O)(=O)C=1C=NN(C1)C